(R)-2-(7-(1-isopropylpiperidin-3-yl)-4-methyl-7H-imidazo[4,5-c]pyridazin-3-yl)-5-(trifluoromethyl)phenol C(C)(C)N1C[C@@H](CCC1)N1C=NC2=C1N=NC(=C2C)C2=C(C=C(C=C2)C(F)(F)F)O